2-fluoro-1-(3-(3-(4-(trifluoromethyl)phenyl)-1H-pyrazolo[4,3-d]pyrimidin-1-yl)azetidin-1-yl)propan-2-en-1-one FC(C(=O)N1CC(C1)N1N=C(C=2N=CN=CC21)C2=CC=C(C=C2)C(F)(F)F)=C